2,4,6-Trimethyl-Benzaldehyde CC1=C(C=O)C(=CC(=C1)C)C